CN(CCN1C=NC=C1)C 1-(2-dimethylaminoethyl)imidazole